6-amino-4-(cyclopropylmethyl)-3-(2-methoxy-4-(trifluoromethyl)phenyl)-1,2,4-triazin-5(4H)-one NC=1C(N(C(=NN1)C1=C(C=C(C=C1)C(F)(F)F)OC)CC1CC1)=O